C1(=CC=CC=C1)C=1N=C(OC1C1=CC=CC=C1)SCC(=O)NCCOC 2-(4,5-diphenyloxazol-2-yl)sulfanyl-N-(2-methoxyethyl)acetamide